3-(4-isobutyl-2-methylphenyl)-N-(1-phenylethyl)propan-1-imine oxide C(C(C)C)C1=CC(=C(C=C1)CCC=[N+](C(C)C1=CC=CC=C1)[O-])C